tert-butyl 4-(7-chloro-3-(cyclopropanecarboxamido)isoquinolin-6-yl)-3-fluoropiperidine-1-carboxylate ClC1=C(C=C2C=C(N=CC2=C1)NC(=O)C1CC1)C1C(CN(CC1)C(=O)OC(C)(C)C)F